C(C)(C)(C)OC(=O)N1C(=CC=2C1=NC=CC2)C2=CC(=CC=C2)C2=CC(=NO2)C2(C(N(CC2)C)=O)O (3-(3-(3-hydroxy-1-methyl-2-oxopyrrolidin-3-yl)isoxazol-5-yl)phenyl)-1H-pyrrolo[2,3-b]pyridine-1-carboxylic acid tert-butyl ester